C(C)(C)(C)S(=O)(=O)C=1C(=CC=2N(C1)C(=CN2)I)C2=NN(C=C2)C2OCCCC2 6-(tert-butylsulfonyl)-3-iodo-7-(1-(tetrahydro-2H-pyran-2-yl)-1H-pyrazol-3-yl)imidazo[1,2-a]pyridine